C1(=CC=CC=C1)C1=C(C(=NN=N1)C=1C(=C(C2=C(OC3=C2C=CC=C3)C1)C1=CC=CC=C1)C1=NN=NC(=C1C1=C(C=CC=C1)C1=CC=CC=C1)C1=CC=CC=C1)C1=C(C=CC=C1)C1=CC=CC=C1 [phenyl(biphenylyl)triazinyl][phenyl(biphenylyl)triazinyl]phenyldibenzofuran